2-(4-(2-(((R)-((R)-8-cyano-1,2,3,4-tetrahydroquinoxalin-2-yl)(phenyl)methyl)amino)ethyl)-3-fluorophenyl)acetic acid C(#N)C=1C=CC=C2NC[C@@H](NC12)[C@@H](C1=CC=CC=C1)NCCC1=C(C=C(C=C1)CC(=O)O)F